C(C)(C)N1OC([C@H]2[C@H]1[C@H](C[C@@](C2)(C)C2=C(C=CC=C2)OC)C)(C)C |r| rac-(3aR,5R,7S,7aR)-1-isopropyl-5-(2-methoxyphenyl)-3,3,5,7-tetramethyl-octahydrobenzo[c]isoxazole